4-[4-cyano-2-(4-methyl-1,2,4-triazol-3-yl)phenyl]-6-cyclopropylpyridine-2-carboxylic acid C(#N)C1=CC(=C(C=C1)C1=CC(=NC(=C1)C1CC1)C(=O)O)C1=NN=CN1C